4-Cyclopentyl-3-(5-ethynyl-2-{[4-(piperazin-1-yl)phenyl]amino}pyrido[2,3-d]pyrimidin-7-yl)-1,3-oxazolidin-2-one C1(CCCC1)C1N(C(OC1)=O)C=1C=C(C2=C(N=C(N=C2)NC2=CC=C(C=C2)N2CCNCC2)N1)C#C